CN1C(=NN=C1)C1=CC=C(N)C=C1 4-(4-methyl-4H-1,2,4-triazol-3-yl)aniline